Benzo-furanon O1C(CC2=C1C=CC=C2)=O